1-(4-trifluoromethoxyphenyl)thiourea FC(OC1=CC=C(C=C1)NC(=S)N)(F)F